C(#N)C(CCC(=O)OC)(C)C1=CC=C(C=C1)C1CCN(CC1)C(=O)OC(C)(C)C tert-butyl 4-[4-(1-cyano-4-methoxy-1-methyl-4-oxo-butyl)phenyl]piperidine-1-carboxylate